(2R,4s)-1-[(2R)-2-(4-cyclopropyl-triazol-1-yl)-3,3-dimethyl-butyryl]-4-hydroxy-N-[1-(1-methyl-2-oxo-indolin-5-yl)ethyl]pyrrolidine-2-carboxamide C1(CC1)C=1N=NN(C1)[C@@H](C(=O)N1[C@H](C[C@@H](C1)O)C(=O)NC(C)C=1C=C2CC(N(C2=CC1)C)=O)C(C)(C)C